COC=1C=C(C=CC1)S(=O)(=O)C1CCN(CC1)C1=C(C=C(C#N)C=C1)[N+](=O)[O-] 4-(4-((3-methoxyphenyl)sulfonyl)piperidin-1-yl)-3-nitrobenzonitrile